nitro-chromenone [N+](=O)([O-])C=1C(OC2=CC=CC=C2C1)=O